C[C@H]1N(CCN(C1)C(=O)OC(C)(C)C)C(=O)OC=1C=NC=C(C1)C#N 4-(tert-butyl) 1-(5-cyanopyridin-3-yl) (R)-2-methylpiperazine-1,4-dicarboxylate